1-benzyl-3-(3,5-dimethylisoxazol-4-yl)-4-oxo-4H-pyrido[1,2-a]pyrimidinium C(C1=CC=CC=C1)[N+]1=C2N(C(C(=C1)C=1C(=NOC1C)C)=O)C=CC=C2